2-(2-benzothiazolylamino)benzoxazole S1C(=NC2=C1C=CC=C2)NC=2OC1=C(N2)C=CC=C1